bisethoxysilyl-methane C(C)O[SiH2]C[SiH2]OCC